4-Chloro-N-(5,8-dimethoxy-2,3-dihydro[1,2,4]triazolo[3,4-b][1,3]benzothiazol-3-yl)benzamide ClC1=CC=C(C(=O)NC2NN=C3SC4=C(N32)C(=CC=C4OC)OC)C=C1